(3,3-difluorocyclohexyl)urea FC1(CC(CCC1)NC(=O)N)F